N1=CC(=CC=C1)CN1N=C(C=C1C(=O)O)C(F)(F)F 1-(pyridin-3-ylmethyl)-3-(trifluoromethyl)-1H-pyrazole-5-carboxylic acid